ClC=1C=CC(=C(C1)C1=CC2=C(OCCN2C2=CC(=NC=C2)NC(CN2CC3(C2)CN(C3)C)=O)C=N1)F N-{4-[7-(5-chloro-2-fluorophenyl)-1H,2H,3H-pyrido[3,4-b][1,4]oxazin-1-yl]pyridin-2-yl}-2-{6-methyl-2,6-diazaspiro[3.3]heptan-2-yl}acetamide